[6-fluoro-7-[rac-(4R)-4-aminocyclohexen-1-yl]-2,3-dihydrofuro[3,2-b]pyridine-5-yl]-N4,6-dimethyl-pyridine-2,4-diamine FC=1C(=C2C(=NC1C=1C(=NC(=CC1NC)C)N)CCO2)C2=CC[C@@H](CC2)N |r|